2-chloro-6-(3,5-dimethyl-1H-1,2,4-triazol-1-yl)-N-methylpyridine-3-sulfonamide ClC1=NC(=CC=C1S(=O)(=O)NC)N1N=C(N=C1C)C